cyclopropylcyclodecan-10-one C1(CC1)C1CCCCCCCCC1=O